ClC1=C(C=CC=C1)N1C(N=C(C2=C1N=C(C=C2)C(F)(F)F)N2CC(CC2)(C)O)=O 1-(2-chlorophenyl)-4-(3-hydroxy-3-methylpyrrolidin-1-yl)-7-(trifluoro-methyl)pyrido[2,3-d]pyrimidin-2(1H)-one